O1CCC(CC1)CC#N 2-(tetrahydro-2H-pyran-4-yl)-acetonitrile